NCC#CC=1OC2=C(C1)C(=C(C=C2)F)C2C(NC(CC2)=O)=O 3-(2-(3-aminoprop-1-yn-1-yl)-5-fluorobenzofuran-4-yl)piperidine-2,6-dione